1,3-diphenyl-propenone C1=CC=C(C=C1)C=CC(=O)C2=CC=CC=C2